((((2R,3S,4R,5R)-5-(5-chloro-7-(cyclopentylamino)-3H-[1,2,3]triazolo[4,5-b]pyridin-3-yl)-3,4-dihydroxytetrahydrofuran-2-yl)methoxy)methyl)phosphonic acid ClC1=CC(=C2C(=N1)N(N=N2)[C@H]2[C@@H]([C@@H]([C@H](O2)COCP(O)(O)=O)O)O)NC2CCCC2